Cl.N[C@@H]1CN(CC[C@H]1F)C1=NC2=C(N1CC1=NC=C(C=C1)Cl)C=C(C=C2)C#N 2-((3R,4R)-3-Amino-4-fluoropiperidin-1-yl)-1-((5-chloropyridin-2-yl)methyl)-1H-benzo[d]imidazol-6-carbonitril-hydrochlorid